(rac)-4-(4-bromophenyloxy)azepane-1-carboxylic acid tert-butyl ester C(C)(C)(C)OC(=O)N1CC[C@@H](CCC1)OC1=CC=C(C=C1)Br |r|